CNC(CCCN1S(C=2N(C(C1)C(=O)OC)C(C=C(C2C2=CC(=CC=C2)C(F)(F)F)CC2=CC=CC1=CC=CC=C21)=O)(=O)=O)=O methyl 2-(4-(methylamino)-4-oxobutyl)-8-(naphthalen-1-ylmethyl)-6-oxo-9-(3-(trifluoromethyl)phenyl)-3,4-dihydro-2H,6H-pyrido[1,2-e][1,2,5]thiadiazine-4-carboxylate 1,1-dioxide